BrC1=C(C(=CC(=C1)Cl)Br)NC(C)=O N-(2,6-dibromo-4-chlorophenyl)acetamide